C(C)(=O)[N@]1C(C1)[C@H](O)C1=CC=C(C=C1)S(=O)(=O)C (R)-[(R)-1-acetylaziridin-2-yl][4-(methylsulfonyl)phenyl]methanol